O1C(CCCC1)COC1=CC2=C(N(C=N2)C2=CC=C(C=C2)NC(=O)N2N=C(C=C2N)C(C)(C)C)C=C1 5-amino-3-tert-butyl-pyrazol-1-carboxylic acid {4-[5-(tetrahydro-pyran-2-ylmethoxy)-benzimidazol-1-yl]-phenyl}-amide